ClC1=NC(=CC(=C1O)CCO)I 2-Chloro-4-(2-hydroxyethyl)-6-iodopyridin-3-ol